O1CC(C1)CC=1C=C(C=C(C1)O)O 5-(oxetan-3-ylmethyl)benzene-1,3-diol